4'-methyl-7'-(phenylsulfonyl)-2,3,4',5,6,7'-hexahydrospiro[pyran-4,2'-pyrrolo[3',2':5,6]pyrido[3,4-b]pyrazine]-3'(1'H)-one CN1C2=C(NC3(C1=O)CCOCC3)C3=C(N=C2)N(C=C3)S(=O)(=O)C3=CC=CC=C3